3-(2-chloro-4-(fluoromethyl)thiophen-3-yl)-7-((2-methoxy-4-(1-methylazepan-4-yl)phenyl)amino)-1-(5-methoxypyridin-2-yl)-3,4-dihydropyrimido[4,5-d]pyrimidin-2(1H)-one ClC=1SC=C(C1N1C(N(C2=NC(=NC=C2C1)NC1=C(C=C(C=C1)C1CCN(CCC1)C)OC)C1=NC=C(C=C1)OC)=O)CF